C(C)N1N=C(C=C1C=1C=CC2=C(NC3=C(C=C(C=C23)C(=O)N)OC)N1)C 2-(1-ethyl-3-methyl-1H-pyrazol-5-yl)-8-methoxy-9H-pyrido[2,3-b]Indole-6-carboxamide